ClC1=NNC2=NC=C(C=C21)CN (3-chloro-1H-pyrazolo[3,4-b]pyridin-5-yl)methylamine